FC(CN1N=CC=2C1=NC(=CN2)N2C[C@]1(CC2)CN(CC1)C=1C=NC(=NC1)C(F)(F)F)F (R)-1-(2,2-difluoroethyl)-6-(7-(2-(trifluoromethyl)pyrimidin-5-yl)-2,7-diazaspiro[4.4]nonan-2-yl)-1H-pyrazolo[3,4-b]pyrazine